CC1=CC=C2C=C(C(N(C2=N1)CC1=NC=CC=C1CC(F)(F)F)=O)C1CCC(CC1)C=1C(=NC=CC1C)OC 7-Methyl-3-[(1r,4r)-4-(2-methoxy-4-methyl-3-pyridyl)cyclohexyl]-1-{[3-(2,2,2-trifluoroethyl)-2-pyridyl]methyl}-1,8-diaza-2(1H)-naphthalenone